2-[(2E)-2-(aminomethyl)-3-fluoroprop-2-en-1-yl]-4-{5-methyl-6-[3-(1H-1,2,4-triazol-3-yl)phenyl]pyridin-3-yl}-2,4-dihydro-3H-1,2,4-triazol-3-one NC/C(/CN1N=CN(C1=O)C=1C=NC(=C(C1)C)C1=CC(=CC=C1)C1=NNC=N1)=C\F